tert-butyl (3S,4S)-3-hydroxy-4-(methylamino)pyrrolidine-1-carboxylate O[C@H]1CN(C[C@@H]1NC)C(=O)OC(C)(C)C